O=C1CC2(C1)CN(C2)C2=NC=CC(=N2)COC2=CC=C(C=C2)C(C)(C)C2=CC=C(CN1CC(C1)NC(OC(C)(C)C)=O)C=C2 Tert-butyl (1-(4-(2-(4-((2-(2-oxo-6-azaspiro[3.3]heptane-6-yl)pyrimidin-4-yl)methoxy)phenyl)propan-2-yl)benzyl)azetidin-3-yl)carbamate